C1(CCC1)CNCC=1NC2=CC(=CC=C2C1)CC=1N=NN(C1)C=1C=2N(C=CC1)C=NC2 (cyclobutylmethyl)({6-[(1-{imidazo[1,5-a]pyridin-8-yl}-1H-1,2,3-triazol-4-yl)methyl]-1H-indol-2-yl}methyl)amine